5-Methyl-9-(2-methyl-pyridin-3-yl)-5,6-dihydro-5,7,10b-triaza-benzo[e]azulen-4-one, dihydrochloride Cl.Cl.CN1CC2=C(N3C=CC=C3C1=O)C=C(C=N2)C=2C(=NC=CC2)C